NC1=C(C=C(C(=N1)F)C=1C=CC(=C(C1)[C@H]1N(CCC1)C(=O)OC(C)(C)C)C1CCOCC1)C=1C=C2CCNC(C2=CC1)=O tert-butyl (S)-2-(5-(6-amino-2-fluoro-5-(1-oxo-1,2,3,4-tetrahydroisoquinolin-6-yl)pyridin-3-yl)-2-(tetrahydro-2H-pyran-4-yl)phenyl)pyrrolidine-1-carboxylate